C(C1=CC=CC=C1)[N@+]1(C[C@@H](CCC1)NC(C(C1=CC=CC=C1)C1=CC=CC=C1)=O)C (1S,3R)-1-benzyl-3-(2,2-diphenylacetamido)-1-methylpiperidin-1-ium